5-Phenyl-Pentane-1-Sulfonic Acid C1(=CC=CC=C1)CCCCCS(=O)(=O)O